CC1(OB(OC1(C)C)CCCC12C(N(CC2SC1)C(=O)OC(C)(C)C)C(=O)OC)C 3-tert-butyl 2-methyl 1-(3-(4,4,5,5-tetramethyl-1,3,2-dioxaborolan-2-yl)propyl)-6-thia-3-azabicyclo[3.2.0]heptane-2,3-dicarboxylate